[isopropyl(methyl)amino]-6-methyl-pyrazine C(C)(C)N(C)C1=NC(=CN=C1)C